CC1=C(C(=CC(=C1)C)C)N1CN(C(C1)=N)C1=C(C=C(C=C1C)C)C 1,3-bis(2',4',6'-trimethylphenyl)-imidazolinimine